4-((6-(dimethylcarbamoyl)-3-nitropyridin-2-yl)amino)benzyl acetate C(C)(=O)OCC1=CC=C(C=C1)NC1=NC(=CC=C1[N+](=O)[O-])C(N(C)C)=O